monoacrylic acid monoisocyanate compound with pentaerythritol OCC(CO)(CO)CO.C(C=C)(=O)N=C=O